(5-chloro-3-(difluoromethyl)thieno[3,2-b]pyridin-7-yl)(thiophen-2-ylmethyl)carbamic acid tert-butyl ester C(C)(C)(C)OC(N(CC=1SC=CC1)C1=C2C(=NC(=C1)Cl)C(=CS2)C(F)F)=O